5λ2-azabicyclo[2.1.1]hexane C12CCC([N]1)C2